ClC=1C(=CC(=C(C1)N1C(C=CC2=CC(=CC=C12)S(=O)(=O)N(CC1=CC=C(C=C1)OC)C1=NOC=C1)=O)OC)C1CC2(C1)OCCO2 (P)-1-(5-CHLORO-2-METHOXY-4-(5,8-DIOXASPIRO[3.4]OCTAN-2-YL)PHENYL)-N-(ISOXAZOL-3-YL)-N-(4-METHOXYBENZYL)-2-OXO-1,2-DIHYDROQUINOLINE-6-SULFONAMIDE